N-(5-(2,3-Dihydrobenzo[b][1,4]dioxine-6-carboxamido)-2-methylpyridin-3-yl)quinoxaline-6-carboxamide O1C2=C(OCC1)C=C(C=C2)C(=O)NC=2C=C(C(=NC2)C)NC(=O)C=2C=C1N=CC=NC1=CC2